C(C)(C)(C)OC(N(CC1CCCCC1)C1=CC(=C(C=C1)NCCN1N=CN=C1)Br)=O tert-butyl-4-(2-(1H-1,2,4-triazol-1-yl)ethylamino)-3-bromophenyl(cyclohexylmethyl)carbamate